Di(phenyl)(benzothienoindolyl)triazine methyl-2-hydroxy-5-methylsulfonyl-benzoate COC(C1=C(C=CC(=C1)S(=O)(=O)C)O)=O.C1(=CC=CC=C1)C1=C(C(=NN=N1)C=1NC2=C3C(=CC=C2C1)SC1=C3C=CC=C1)C1=CC=CC=C1